FC1=CN=CC2=CC(=CC=C12)CN (4-fluoroisoquinolin-7-yl)methanamine